((3-(((2-(Dimethylamino)ethoxy)(hydroxy)phosphoryl)oxy)propane-1,2-diyl)bis(oxy))bis(6-oxohexane-6,1-diyl) bis(2-octyldecanoate) C(CCCCCCC)C(C(=O)OCCCCCC(=O)OC(COC(CCCCCOC(C(CCCCCCCC)CCCCCCCC)=O)=O)COP(=O)(O)OCCN(C)C)CCCCCCCC